OC=1C=C(C=CC1O)C=CC(=O)O[C@H]1C([C@@H](CC(C1)(O)C(NCCCC)=O)OC(C=CC1=CC(=C(C=C1)O)O)=O)O ((1R,2S,3R,5S)-5-(butylcarbamoyl)-2,5-dihydroxycyclohexane-1,3-diyl) bis(3-(3,4-dihydroxyphenyl) acrylate)